N-(3-(4'-(3-Hydroxy-2,2-Dimethylpropoxy)-4,5,5',6'-Tetrahydro-2H-Spiro[Furan-3,8'-Pyrano[3,4-b]Pyridin]-2'-yl)-1-Methyl-1H-Pyrrolo[2,3-c]Pyridin-5-yl)Acetamide OCC(COC1=C2C(=NC(=C1)C1=CN(C3=CN=C(C=C31)NC(C)=O)C)C3(OCC2)COCC3)(C)C